N-(5-chloro-2-methylphenyl)-7-(3,4-dimethoxyphenyl)pyrazolo[1,5-a]pyrimidine ClC=1C=CC(=C(C1)N1CC=C2N1C(=CC=N2)C2=CC(=C(C=C2)OC)OC)C